benzyl (2S)-2-(cyanomethyl)-4-(2'-(methylsulfonyl)-3,4,5',6'-tetrahydro-2H-spiro[naphthalene-1,7'-pyrano[2,3-d]pyrimidin]-4'-yl)piperazine-1-carboxylate C(#N)C[C@@H]1N(CCN(C1)C=1C2=C(N=C(N1)S(=O)(=O)C)OC1(CC2)CCCC2=CC=CC=C21)C(=O)OCC2=CC=CC=C2